N-(4-Methoxybenzyl)-4-methyl-5-(trifluoromethyl)pyridin-2-amine COC1=CC=C(CNC2=NC=C(C(=C2)C)C(F)(F)F)C=C1